2-(2H-tetrazol-5-yl)benzoic acid cyclohexyl ester C1(CCCCC1)OC(C1=C(C=CC=C1)C=1N=NNN1)=O